4-(methoxycarbonyloxy)phenylbenzylmethylsulfonium tetrakis(pentafluorophenyl)borate FC1=C(C(=C(C(=C1[B-](C1=C(C(=C(C(=C1F)F)F)F)F)(C1=C(C(=C(C(=C1F)F)F)F)F)C1=C(C(=C(C(=C1F)F)F)F)F)F)F)F)F.COC(=O)OC1=CC=C(C=C1)[S+](C)CC1=CC=CC=C1